C(C1=CC=CC=C1)(=O)C=1N=C(OC1)N1CCN(CC1)C(=O)OC(C)(C)C tert-butyl 4-(4-benzoyl-1,3-oxazol-2-yl)piperazine-1-carboxylate